Cl.ClC1=C(C=C(C(=C1)OC)C)C=1N=C(SC1C)N(CC#C)[C@@H](CC1CC1)C1=CC(=C(C=C1)C)F 4-(2-Chloro-4-methoxy-5-methylphenyl)-N-[(1S)-2-cyclopropyl-1-(3-fluoro-4-methylphenyl)ethyl]5-methyl-N-(2-propynyl)-1,3-thiazol-2-amine hydrochloride